CNC(=O)C1CC2=CNC(C=C2N1C1=NC(=CC(=C1)C(F)(F)F)C)=O N-methyl-1-(6-methyl-4-(trifluoromethyl)pyridin-2-yl)-6-oxo-2,3,5,6-tetrahydro-1H-pyrrolo[3,2-c]pyridine-2-carboxamide